N,N-Dimethyl-5-(4,4,5,5-tetramethyl-1,3,2-dioxaborolan-2-yl)picolinamide CN(C(C1=NC=C(C=C1)B1OC(C(O1)(C)C)(C)C)=O)C